OC=1C(=NC=CC1NC=1C(C(C1NC1C(CCC=2N=C(SC21)C)(C)C)=O)=O)C(=O)N2CCCCC2 3-((3-hydroxy-2-(piperidine-1-carbonyl)pyridin-4-yl)amino)-4-((2,6,6-trimethyl-4,5,6,7-tetrahydrobenzo[d]thiazol-7-yl)amino)cyclobut-3-ene-1,2-dione